C(C1=CC=CC=C1)N1C(C=CC1=O)=O 1-benzylpyrrole-2,5-dione